FC(S(=O)(=O)OC1=CC(NC2=CC(=CC=C12)OC)=O)(F)F (7-methoxy-2-oxo-1H-quinolin-4-yl) trifluoromethanesulfonate